COC1=C(C2=CC(=CC=C2C=C1)C1=NC=CC(=C1)NC1=CC=CC=C1)NCC(C#N)=C 2-[({2-methoxy-7-[4-(phenylamino)pyridin-2-yl]naphthalen-1-yl}amino)methyl]prop-2-enenitrile